(-)-sec-butoxychromone C(C)(CC)OC=1OC2=CC=CC=C2C(C1)=O